The molecule is a 2-aminopentanoic acid that has S-configuration. It has a role as a bacterial metabolite. It is a (R)-fenbuconazole and a 2-aminopentanoic acid. It is an enantiomer of a D-2-aminopentanoic acid. It is a tautomer of a L-2-aminopentanoic acid zwitterion. CCC[C@@H](C(=O)O)N